2-Ethoxy-1,4-Dichlorobenzol C(C)OC1=C(C=CC(=C1)Cl)Cl